E-(4-BUTYLPHENYL)ETHENYLBORONIC ACID C(CCC)C1=CC=C(C=C1)/C=C/B(O)O